N-((6-(1,1-difluoroethyl)pyridin-3-yl)methylene)-2-methylpropan-2-sulfinamide FC(C)(F)C1=CC=C(C=N1)C=NS(=O)C(C)(C)C